C(C)(C)(C)C1=NC=C(C(=N1)OC1=CC=CC=C1)C(=O)NC(COC1=CC=CC=C1)C=CS(=O)(=O)C 2-(tert-butyl)-N-(4-(methylsulfonyl)-1-phenoxybut-3-en-2-yl)-4-phenoxypyrimidine-5-carboxamide